(7R)-2-{2-[1-(cyclopropylmethyl)-1H-pyrrolo[2,3-b]pyridin-2-yl]-7-methoxy-1-methyl-1H-1,3-benzodiazole-5-carbonyl}-2-azabicyclo[2.2.1]heptan-7-amine hydrochloride Cl.C1(CC1)CN1C(=CC=2C1=NC=CC2)C2=NC1=C(N2C)C(=CC(=C1)C(=O)N1C2CCC(C1)[C@H]2N)OC